ClC1=C(C=CC(=C1)C(F)(F)F)NC(CN1C=2N(C(C(=C1CC)N1CCNCC1)=O)N=C(N2)C=2CCN(CC2)C)=O N-(2-chloro-4-(trifluoromethyl)phenyl)-2-(5-ethyl-2-(1-methyl-1,2,3,6-tetrahydropyridin-4-yl)-7-oxo-6-(piperazine-1-yl)-[1,2,4]triazolo[1,5-a]pyrimidin-4(7H)-yl)acetamide